(R)-N-(3-(3,5-dimethylisoxazol-4-yl)-4-(piperidin-2-ylmethoxy)phenyl)-1-methyl-1H-pyrrole-2-carboxamide CC1=NOC(=C1C=1C=C(C=CC1OC[C@@H]1NCCCC1)NC(=O)C=1N(C=CC1)C)C